ClCC=1C=CC(=NC1)C=O 5-(chloromethyl)-2-pyridineformaldehyde